3-[3-(2-ethylpyrazol-3-yl)-5-[(2-hydroxy-2-methyl-propyl)amino]pyrazolo[1,5-a]pyrimidin-2-yl]benzonitrile C(C)N1N=CC=C1C=1C(=NN2C1N=C(C=C2)NCC(C)(C)O)C=2C=C(C#N)C=CC2